C(C)(C)(C)OC(=O)N1[C@H](CCC1)CNC1(CC1)C1=CC(=C(C=C1)F)OC(F)(F)F (R)-2-(((1-(4-fluoro-3-(trifluoromethoxy)phenyl)cyclopropyl)amino)methyl)pyrrolidine-1-carboxylic acid tert-butyl ester